(S)-8-(7-chloro-1H-indole-2-carbonyl)-N-((S)-4-fluoro-3-oxo-1-((S)-2-oxopyrrolidin-3-yl)butan-2-yl)-5-oxa-8-azaspiro[3.5]nonane-9-carboxamide ClC=1C=CC=C2C=C(NC12)C(=O)N1CCOC2(CCC2)[C@H]1C(=O)N[C@@H](C[C@H]1C(NCC1)=O)C(CF)=O